2-[4-[4-[[2,6-dioxo-3-piperidyl]amino]phenyl]-1-piperidyl]acetic acid trifluoroacetic acid salt FC(C(=O)O)(F)F.O=C1NC(CCC1NC1=CC=C(C=C1)C1CCN(CC1)CC(=O)O)=O